4-((2-(hexyloxy)-2-phenylvinyl)oxy)-3-methoxy-benzaldehyde C(CCCCC)OC(=COC1=C(C=C(C=O)C=C1)OC)C1=CC=CC=C1